2-propyl-heptenal C(CC)C(C=O)=CCCCC